2-phenyl-2-(2-methylphenyl)succinic acid C1(=CC=CC=C1)C(C(=O)O)(CC(=O)O)C1=C(C=CC=C1)C